3-(2,3-dihydrobenzo[b][1,4]dioxin-6-yl)prop-2-en-1-one O1C2=C(OCC1)C=C(C=C2)C=CC=O